FC1=CC(=C(C=C1)N1C=C(C=2C1=CN=CC2)C2CCN(CCC2)C(=O)OC(C)(C)C)C(N(C)C(C)C)=O tert-butyl 4-(1-(4-fluoro-2-(isopropyl(methyl)carbamoyl)phenyl)-1H-pyrrolo[2,3-c]pyridin-3-yl)azepane-1-carboxylate